(S)-4,4-difluoro-2-(hydroxymethyl)pyrrolidine-1-carboxylic acid allyl ester C(C=C)OC(=O)N1[C@@H](CC(C1)(F)F)CO